methyl N-[4-[6-[4-(4-fluoro-3-methoxy-phenyl)-1,2,4-triazol-3-yl]imidazo[1,2-a]pyridin-3-yl]phenyl]carbamate FC1=C(C=C(C=C1)N1C(=NN=C1)C=1C=CC=2N(C1)C(=CN2)C2=CC=C(C=C2)NC(OC)=O)OC